propyl isocyanate C(CC)N=C=O